C(=O)O.ClC1=C(C(=O)NCCNC([C@H](CCCCN)N)=O)C=CC(=C1)NC=1C=2N(C=CN1)C(=CN2)C=2C(=NNC2)C(F)(F)F 2-chloro-N-[2-[[(2S)-2,6-diaminohexanoyl]amino]ethyl]-4-[[3-[3-(trifluoromethyl)-1H-pyrazol-4-yl]imidazo[1,2-a]pyrazin-8-yl]amino]benzamide formate